C1(=CC=CC=C1)\C(=C/S(=O)(=O)C=1SC=CC1)\S(=O)C=1SC=CC1 (E)-2-(2-Phenyl-2-(thiophen-2-ylsulfinyl)vinyl)sulfonylthiophene